FC=1C(NC(N(C1)[C@H]1C[C@@H]2OP(OC[C@H]2O1)(=O)OCCCCCCC)=O)=O 5-Fluoro-1-((4aR,6R,7aS)-2-(heptyloxy)-2-oxidotetrahydro-4H-furo[3,2-d][1,3,2]dioxaphosphinin-6-yl)pyrimidine-2,4(1H,3H)-dione